C(C)(=O)S[C@@H]1C[C@@H](C1)OC=1C=CC(=C2C=C(N=CC12)Cl)Br S-(cis-3-((5-bromo-3-chloroisoquinolin-8-yl) oxy) cyclobutyl) thioacetate